(S)-2-(chloromethyl)-4-fluoro-1-(oxetan-2-ylmethyl)-1H-benzo[d]imidazole-6-carboxylate ClCC1=NC2=C(N1C[C@H]1OCC1)C=C(C=C2F)C(=O)[O-]